FC1=C(C(=CC=C1)F)C1=N[C@H](C2=NN=C(N2C=2SC=3CCCCOC3C12)C)C (7S)-9-(2,6-difluorophenyl)-3,7-dimethyl-12-oxa-18-thia-2,4,5,8-tetraazatetracyclo[8.8.0.02,6.011,17]octadeca-1(10),3,5,8,11(17)-pentaene